4-(3-cyclopropyl-5-hydroxy-1-(5-(methylsulfonyl)pyridin-2-yl)-1H-pyrazol-4-yl)benzonitrile C1(CC1)C1=NN(C(=C1C1=CC=C(C#N)C=C1)O)C1=NC=C(C=C1)S(=O)(=O)C